C(=O)O.C1(CCC1)N1CC(CCC1)NC(C)=O N-(1-cyclobutylpiperidin-3-yl)acetamide formate